(S or R)-4-(4-((1R,5S)-3,8-diazabicyclo[3.2.1]octan-3-yl)-6-chloro-2-(3-(dimethylamino)azetidin-1-yl)-8-fluoro-quinazolin-7-yl)naphthalen-2-ol [C@H]12CN(C[C@H](CC1)N2)C2=NC(=NC1=C(C(=C(C=C21)Cl)C2=CC(=CC1=CC=CC=C21)O)F)N2CC(C2)N(C)C